3-[3-(1,1-difluoro-2-hydroxyethyl)phenyl]piperidine-2,6-dione FC(CO)(F)C=1C=C(C=CC1)C1C(NC(CC1)=O)=O